O=C(CCCCC(=O)ON1C(CCCC1(C)C)(C)C)C 2,2,6,6-Tetramethylpiperidin-1-yl 6-oxoheptanoate